1-methyl-4-(2-methyl-oxetanyl)-7-oxabicyclo[4.1.0]heptane CC12CCC(CC2O1)C1(OCC1)C